7-(((Trimethylsilyl)methyl)sulfanyl)-1H-indazole-3-carbonitrile C[Si](C)(C)CSC=1C=CC=C2C(=NNC12)C#N